titanium-copper-cerium [Ce].[Cu].[Ti]